CC1(OB(OC1(C)C)C=1C=C2CCCCC2=CC1)C 4,4,5,5-tetramethyl-2-tetralin-6-yl-1,3,2-dioxaborolane